ethyl 4-[6-({5-[6-ethoxy-5-(trifluoromethyl)pyridin-3-yl]-7-({[1-(methoxymethyl)cyclopentyl]methyl} (methyl)amino)-1H-imidazo[4,5-b]pyridin-2-yl}carbamoyl)pyridin-3-yl]butanoate C(C)OC1=C(C=C(C=N1)C1=CC(=C2C(=N1)N=C(N2)NC(=O)C2=CC=C(C=N2)CCCC(=O)OCC)N(C)CC2(CCCC2)COC)C(F)(F)F